5-(6-amino-9H-purin-9-yl)-4-hydroxytetrahydrofuran-3-yl 5-azido-2-((tert-butoxycarbonyl)amino)pentanoate N(=[N+]=[N-])CCCC(C(=O)OC1COC(C1O)N1C2=NC=NC(=C2N=C1)N)NC(=O)OC(C)(C)C